FC=1C(=CC(=NC1)OC)C1=CC(=NN1)C(=O)N1C2(CC2)C[C@H](CC1)C(=O)N[C@H]1C[C@](CCC1)(C(F)(F)F)O (S)-4-(5-(5-fluoro-2-methoxypyridin-4-yl)-1H-pyrazole-3-carbonyl)-N-((1r,3r)-3-hydroxy-3-(trifluoromethyl)cyclohexyl)-4-azaspiro[2.5]octane-7-carboxamide